C(C1=CC=CC=C1)(=O)C=1NC(=NN1)C(=O)O 5-Benzoyl-4H-1,2,4-triazole-3-carboxylic acid